N-(5-cyclopentyl-1H-pyrazol-3-yl)-5,7-dimethyl-7,8-dihydro-5H-pyrano[4,3-d]pyrimidin-2-amine C1(CCCC1)C1=CC(=NN1)NC=1N=CC2=C(N1)CC(OC2C)C